5-N-[4-[(6,7-dimethoxy-1,5-naphthyridin-4-yl)oxy]-3-fluorophenyl]-1-(4-fluorophenyl)-2,4-dimethyl-6-oxopyridine-3,5-dicarboxamide COC=1N=C2C(=CC=NC2=CC1OC)OC1=C(C=C(C=C1)NC(=O)C1=C(C(=C(N(C1=O)C1=CC=C(C=C1)F)C)C(=O)N)C)F